CSSSCC=C 2-propenyl methyl trisulfide